N=1N(N=CC1)C1=CC=C(C=N1)N1C(N(C2=C(C1=O)C(=C(S2)C2=CC=C(C=C2)[N+](=O)[O-])CBr)CC2=C(C=CC=C2F)F)=O 3-(6-(2H-1,2,3-triazol-2-yl)pyrid-3-yl)-5-(bromomethyl)-1-(2,6-difluorobenzyl)-6-(4-nitrophenyl)thieno[2,3-d]pyrimidine-2,4(1H,3H)-dione